5-((3s,4r)-3-amino-4-methylpyrrolidin-1-yl)-N-(8-fluoro-2-methylimidazo[1,2-a]pyridin-6-yl)pyrazine-2-carboxamide N[C@@H]1CN(C[C@H]1C)C=1N=CC(=NC1)C(=O)NC=1C=C(C=2N(C1)C=C(N2)C)F